S1(=O)(=O)OOOOS(O1)(=O)=O.[K] potassium peroxy disulphate